thiochromen-1-ium [S+]1=CC=CC2=CC=CC=C12